6-(4-methoxybenzyl)-8-[3-(methoxymethyl)azetidin-1-yl]-3-methyl-2-(propan-2-yl)imidazo[1,2-c]pyrido[2,3-e]pyrimidin-5(6H)-one COC1=CC=C(CN2C(N3C(C4=C2C=C(C=N4)N4CC(C4)COC)=NC(=C3C)C(C)C)=O)C=C1